5-(4-((1-(4-(5,7-dimethoxy-4-oxo-3,4-dihydroquinazolin-2-yl)phenyl)piperidin-4-yl)methyl)piperazin-1-yl-2,2,3,3,5,5,6,6-d8)-2-(2,6-dioxopiperidin-3-yl)-6-fluoroisoindoline-1,3-dione COC1=C2C(NC(=NC2=CC(=C1)OC)C1=CC=C(C=C1)N1CCC(CC1)CN1C(C(N(C(C1([2H])[2H])([2H])[2H])C=1C=C2C(N(C(C2=CC1F)=O)C1C(NC(CC1)=O)=O)=O)([2H])[2H])([2H])[2H])=O